4-methoxy-7-(5-methyl-1H-imidazol-2-yl)-2-(4-(trifluoromethyl)phenyl)quinoline COC1=CC(=NC2=CC(=CC=C12)C=1NC(=CN1)C)C1=CC=C(C=C1)C(F)(F)F